(2S,4R)-1-(2-(3-acetyl-5-(2-cyclopropylpyrazolo[1,5-a]pyrimidin-6-yl)-1H-indazol-1-yl)acetyl)-N-(6-bromo-5-methylpyrazin-2-yl)-4-fluoropyrrolidine-2-carboxamide C(C)(=O)C1=NN(C2=CC=C(C=C12)C=1C=NC=2N(C1)N=C(C2)C2CC2)CC(=O)N2[C@@H](C[C@H](C2)F)C(=O)NC2=NC(=C(N=C2)C)Br